CC1=NOC=C1C=1C=C2C=CN(C(C2=CC1)=O)CC=1C=C(C(=O)NCC(F)(F)F)C=CC1 3-((6-(3-Methylisoxazol-4-yl)-1-oxoisoquinolin-2(1H)-yl)methyl)-N-(2,2,2-trifluoroethyl)benzamide